(1R,3S,4R)-N-[(1S)-1-cyano-2-[(3S)-2-oxo-3-piperidyl]ethyl]-2-[(2R)-3-cyclobutyl-2-[(2,2,2-trifluoroacetyl)amino]propanoyl]-5,5-difluoro-2-azabicyclo[2.2.2]octane-3-carboxamide C(#N)[C@H](C[C@H]1C(NCCC1)=O)NC(=O)[C@H]1N([C@H]2CC([C@@H]1CC2)(F)F)C([C@@H](CC2CCC2)NC(C(F)(F)F)=O)=O